(6-((5-(trifluoromethyl)pyrazin-2-yl)amino)-2-azabicyclo[2.2.2]oct-2-yl)methanone FC(C=1N=CC(=NC1)NC1CC2CN(C1CC2)C=O)(F)F